4-(2-bromoethoxy)phenylacetic acid BrCCOC1=CC=C(C=C1)CC(=O)O